CC(C)(C)S(=O)N[C@H](C)C1=CC(=NC=C1)OCC(F)(F)F 2-Methyl-N-((R)-1-(2-(2,2,2-trifluoroethoxy)pyridin-4-yl)ethyl)propane-2-sulfinamide